ClCC1=CC=C2C(N(C(NC2=C1)=O)C(C)C)=O 7-(chloromethyl)-3-isopropyl-1H-quinazoline-2,4-dione